COC=1C=C2C=C(NC2=CC1)C(=O)NCC=1SC=CC1 5-methoxy-N-(thiophen-2-ylmethyl)-1H-indole-2-carboxamide